OC(C)(C)C=1C=CC=C(C1)C1=CC=CC=C1 5-(2-hydroxypropan-2-yl)biphenyl